N-[2-Methyl-5-(4-methyl-piperazin-1-ylmethyl)-phenyl]-4-[5-methylsulfanyl-4-(4-trifluoromethoxy-phenyl)-pyridin-2-ylamino]-benzamide CC1=C(C=C(C=C1)CN1CCN(CC1)C)NC(C1=CC=C(C=C1)NC1=NC=C(C(=C1)C1=CC=C(C=C1)OC(F)(F)F)SC)=O